NC(CC)O 1-amino-propanol